N,N-diethyl-azetidine-3-amine hydrochloride Cl.C(C)N(C1CNC1)CC